6-chloro-4-(piperazin-1-yl)quinazoline-8-carbonitrile ClC=1C=C2C(=NC=NC2=C(C1)C#N)N1CCNCC1